FC1=C(C=C(C=C1)C=1C(=NN(C1C(=O)O)C=1SC(=C(N1)C1=CC=C(C=C1)C(F)(F)F)SC(C)C)C)C 4-(4-fluoro-3-methylphenyl)-1-(5-(isopropylthio)-4-(4-(trifluoromethyl)phenyl)thiazol-2-yl)-3-methyl-1H-pyrazole-5-carboxylic acid